FC=1C(=C(C=C(C1)C(C)C)[C@H](C(=O)O)N1C[C@@H](CC1)N(CCCCCC1=NC=2NCCCC2C=C1)C)OC (R)-2-(3-fluoro-5-isopropyl-2-methoxyphenyl)-2-((R)-3-(methyl(5-(5,6,7,8-tetrahydro-1,8-naphthyridin-2-yl)pentyl)amino)pyrrolidin-1-yl)acetic acid